O=C1NC(CCC1N1CC2=CC(=C(C=C2C1)F)N1C2CN(CC1C2)CC2=C(CC(CC2)(C)C)C2=CC=C(C=C2)F)=O 2-(2,6-dioxopiperidin-3-yl)-5-fluoro-6-(3-((4'-fluoro-5,5-dimethyl-3,4,5,6-Tetrahydro-[1,1'-biphenyl]-2-yl)methyl)-3,6-diazabicyclo[3.1.1]heptan-6-yl)isoindoline